C(C)(C)(C)OC(=O)N1C[C@@H]2COC3=C(CN2CC1)C=C(C(=C3F)Br)OC3CC3 (12aR)-9-bromo-8-(cyclopropyloxy)-10-fluoro-3,4,12,12a-tetrahydro-6H-pyrazino[2,1-c][1,4]benzoxazepine-2(1H)-carboxylic acid tert-butyl ester